3-[4-[2-[7-[(4-Aminocyclohexyl)methyl]-7-azaspiro[3.5]nonan-2-yl]ethyl]-3-methyl-2-oxo-benzimidazol-1-yl]piperidine-2,6-dione NC1CCC(CC1)CN1CCC2(CC(C2)CCC2=CC=CC=3N(C(N(C32)C)=O)C3C(NC(CC3)=O)=O)CC1